FC1=C2CC(CN(C2=CC(=C1N1CC(NS1(=O)=O)=O)OC)C)NCCC(C)C 5-(5-fluoro-3-(isopentylamino)-7-methoxy-1-methyl-1,2,3,4-tetrahydroquinolin-6-yl)-1,2,5-thiadiazolidin-3-one 1,1-dioxide